(+)-prolyl alcohol N1[C@@H](CCC1)C(=O)O